isopropyl ((4-((7-methoxy-1,8-naphthyridin-4-yl)oxy)benzyl)(phenoxy)phosphoryl)-L-alaninate COC1=CC=C2C(=CC=NC2=N1)OC1=CC=C(CP(=O)(OC2=CC=CC=C2)N[C@@H](C)C(=O)OC(C)C)C=C1